C(C)(C)(C)OC(=O)NCCCC(=O)O 4-((tertbutoxycarbonyl)amino)butanoic acid